(2S)-2-[9H-fluoren-9-yl-methoxycarbonyl(methyl)amino]-3-methyl-butanoic acid C1=CC=CC=2C3=CC=CC=C3C(C12)COC(=O)N([C@H](C(=O)O)C(C)C)C